N-(4-(trifluoromethyl)benzyl)-1,2,3,4-tetrahydro-3-isoquinolinecarboxamide FC(C1=CC=C(CNC(=O)C2NCC3=CC=CC=C3C2)C=C1)(F)F